tert-butyl(1H-indazol-6-yloxy)bis(methyl)silane C(C)(C)(C)[Si](C)(C)OC1=CC=C2C=NNC2=C1